7-Fluoro-3-[(2-Fluoro-4-Iodophenyl)amino]-N-{[(2s)-2-Hydroxypropyl]oxy}furo[3,2-C]pyridine-2-Carboxamide FC=1C2=C(C=NC1)C(=C(O2)C(=O)NOC[C@H](C)O)NC2=C(C=C(C=C2)I)F